6-(2-oxoimidazolidin-1-yl)-1-phenyl-1,2-dihydro-3H-pyrazolo[4,3-c]pyridin-3-one O=C1N(CCN1)C1=CC2=C(C=N1)C(NN2C2=CC=CC=C2)=O